6-(1-(4-((tert-butyldiphenylsilyl)oxy)tetrahydrofuran-3-yl)piperidin-4-yl)-7-chloroisoquinolin-3-amine [Si](C1=CC=CC=C1)(C1=CC=CC=C1)(C(C)(C)C)OC1C(COC1)N1CCC(CC1)C=1C=C2C=C(N=CC2=CC1Cl)N